C(CCCCCC[C@H](C\C=C/CCCCCCCC(=O)N)O)CCCCCC[C@H](C\C=C/CCCCCCCC(=O)N)O methylenebisricinoleic acid amide